2-cyano-N-cyclopropyl-5-[(2S)-2-(trifluoromethylsulfonylamino)propoxy]thiophene-3-carboxamide C(#N)C=1SC(=CC1C(=O)NC1CC1)OC[C@H](C)NS(=O)(=O)C(F)(F)F